(E)-3-((3-butyl-5-(4-fluorophenyl)-2-methyl-7-(methylthio)-1,1-dioxido-2,3,4,5-tetrahydro-1,2,5-benzothiadiazepin-8-yl)oxy)acrylic acid C(CCC)C1N(S(C2=C(N(C1)C1=CC=C(C=C1)F)C=C(C(=C2)O/C=C/C(=O)O)SC)(=O)=O)C